1,4-diethylbenzen C(C)C1=CC=C(C=C1)CC